COC1=C(C(=CC=C1)OC)C1=CC(=CC=C1)[C@H](CC(=O)O)NC(=O)NC=1C(N(C=C(C1O)C)C)=O (S)-3-(2',6'-dimethoxybiphenyl-3-yl)-3-(3-(4-hydroxy-1,5-dimethyl-2-oxo-1,2-dihydropyridin-3-yl)ureido)propionic acid